CC=1C=C(C=NC1N(CCN1CCOCC1)C)NC=1N=CC2=C(N1)CN(CC2)C(=O)OC(C)(C)C tert-butyl 2-[(5-methyl-6-{methyl[2-(morpholin-4-yl)ethyl]amino}pyridin-3-yl)amino]-5H,6H,7H,8H-pyrido[3,4-d]pyrimidine-7-carboxylate